5-(1H-indole-3-yl)-2-(4-(trifluoromethyl)phenyl)oxazole-4-carboxylic acid N1C=C(C2=CC=CC=C12)C1=C(N=C(O1)C1=CC=C(C=C1)C(F)(F)F)C(=O)O